N1=C(C=CC=C1)CC(=O)NN (pyridin-2-yl)acetohydrazide